ClC1=CC=C2C(=CNC2=C1)S(=O)(=O)NC=1C(=NC(=C(C1)OC)Cl)F 6-Chloro-N-(6-chloro-2-fluoro-5-methoxypyridin-3-yl)-1H-indole-3-sulfonamide